OCC1CCC(CC1)CC1(CC=C(C(=O)OCCO)C=C1)C(=O)[O-] 1-(2-hydroxyethyl) 4-[[4-(hydroxymethyl)cyclohexyl]methyl]terephthalate